2-(6-Ethylpyridin-3-yl)-N-[(3S)-9-fluoro-2-oxo-5-phenyl-2,3-dihydro-1,4-benzodiazepin-3-yl]-6-(2H3)methoxyimidazo[1,2-b]pyridazine-3-carboxamide C(C)C1=CC=C(C=N1)C=1N=C2N(N=C(C=C2)OC([2H])([2H])[2H])C1C(=O)N[C@@H]1C(NC2=C(C(=N1)C1=CC=CC=C1)C=CC=C2F)=O